COC(=O)C1=NC=C(C=C1)C=1OC2=NC=C(C=C2N1)Br 5-{6-bromo-[1,3]oxazolo[5,4-b]pyridin-2-yl}pyridine-2-carboxylic acid methyl ester